ClC=1C=C(C(=C(C#N)C1)C)OC1=C(N=CN(C1=O)CC1=C(N=C(NC1=O)C)C)C(C)(F)F 5-chloro-3-((4-(1,1-difluoro-ethyl)-1-((2,4-dimethyl-6-oxo-1,6-dihydropyrimidin-5-yl)methyl)-6-oxo-1,6-dihydropyrimidin-5-yl)oxy)-2-methylbenzonitrile